N,N'-diethyldiphenylurea C(C)N(C(=O)N(CC)C1=CC=CC=C1)C1=CC=CC=C1